zinc aluminum magnesium copper [Cu].[Mg].[Al].[Zn]